1-(2-fluoro-4-((3-oxo-3,4-dihydropyrido[2,3-b]pyrazin-8-yl)oxy)phenyl)-3-(3-(3-methyloxetan-3-yl)-1-phenyl-1H-pyrazol-5-yl)urea FC1=C(C=CC(=C1)OC1=CC=NC=2NC(C=NC21)=O)NC(=O)NC2=CC(=NN2C2=CC=CC=C2)C2(COC2)C